NC1=CC=C(C=C1)C=1OC2=C(N1)C=C(C=C2)N 2-(4-aminophenyl)benzo[d]oxazol-5-amine